3-methylazetidin-3-ol trifluoroacetic acid salt FC(C(=O)O)(F)F.CC1(CNC1)O